ClC1=NC2=NC(=C(N=C2C(=N1)C12CC(C1)(C2)C(F)(F)F)C2COC2)C 2-chloro-7-methyl-6-(oxetan-3-yl)-4-[3-(trifluoromethyl)-1-bicyclo[1.1.1]pentanyl]pteridine